2-hydroxy-N,N-dimethyl-1H-indole-6-carboxamide OC=1NC2=CC(=CC=C2C1)C(=O)N(C)C